1,N2-dimethyl-N1-((6-methylpyridin-2-yl)methyl)-N2-(2-methylquinolin-8-yl)cyclohexane-1,2-diamine CC1(C(CCCC1)N(C=1C=CC=C2C=CC(=NC12)C)C)NCC1=NC(=CC=C1)C